(S)-N-(2-Chloro-6-fluorophenyl)-5-fluoro-4-(6-(hydroxymethyl)-5-methylpyrazin-2-yl)-2-((1,1,1-trifluoropropan-2-yl)oxy)benzamide ClC1=C(C(=CC=C1)F)NC(C1=C(C=C(C(=C1)F)C1=NC(=C(N=C1)C)CO)O[C@H](C(F)(F)F)C)=O